C(C)OC(=O)C=1C=NC2=C(C(=CC=C2C1Br)F)C1=C(C(=CC(=C1)F)F)F 4-bromo-7-fluoro-8-(2,3,5-trifluorophenyl)quinoline-3-carboxylic acid ethyl ester